CNC(=O)C1=NC=CC(=N1)C N,4-dimethyl-pyrimidine-2-carboxamide